6-(3-(oxazol-2-yl)propyl)pyridin-3-amine O1C(=NC=C1)CCCC1=CC=C(C=N1)N